3-[1-(2,2-difluoroethyl)-5-{[(oxan-4-yl)amino]methyl}-1H-indol-2-yl]prop-2-yn FC(CN1C(=CC2=CC(=CC=C12)CNC1CCOCC1)C#CC)F